N-[2,8-dimethyl-5-(5-methylfuran-2-yl)-[1,2,4]triazolo[1,5-c]pyrimidin-7-yl]cyclopropanecarboxamide CC1=NN2C(=NC(=C(C2=N1)C)NC(=O)C1CC1)C=1OC(=CC1)C